5-(2-benzothienyl)pyrido[3,4-b]pyrazine S1C(=CC2=C1C=CC=C2)C2=NC=CC=1C2=NC=CN1